P(=O)(OC1=C(C=CC=C1)C(C)C)(OC1=C(C=CC=C1)C(C)C)OC1=C(C=CC=C1)C(C)C tris(iso-propylphenyl) phosphate